C12CNCC(N1C=1C=CC=3N=CN=C(C3N1)NC1=CC(=C(C=C1)OC1=CC3=C(N(N=N3)C)C=C1)C)C2 6-(3,6-diazabicyclo[3.1.1]heptan-6-yl)-N-[3-methyl-4-(1-methylbenzotriazol-5-yl)oxy-phenyl]pyrido[3,2-d]pyrimidin-4-amine